4-(2-aminothiazol-5-yl)-2,2-dimethyl-piperazine-1-carboxylic acid tert-butyl ester C(C)(C)(C)OC(=O)N1C(CN(CC1)C1=CN=C(S1)N)(C)C